N-(3-(5-carbamimidoylthiophen-3-yl)phenyl)-1-(4-chlorophenoxy)cyclohexane-1-carboxamide C(N)(=N)C1=CC(=CS1)C=1C=C(C=CC1)NC(=O)C1(CCCCC1)OC1=CC=C(C=C1)Cl